FC(C(C(C(F)(F)F)(F)F)(F)F)(S(=O)(=O)N1CCNCC1)F 1-(1,1,2,2,3,3,4,4,4-nonafluorobutyl-sulfonyl)piperazine